N1(CCC1)C[C@H](C)NC(=O)C1=CC(=NN1C)C1=NC(=NC=C1)NC1=CC(=CC=C1)C N-[(2S)-1-(azetidin-1-yl)propan-2-yl]-1-methyl-3-{2-[(3-methylphenyl)amino]pyrimidin-4-yl}-1H-pyrazole-5-carboxamide